(R)-N-(benzo[d]thiazol-5-yl)-1-((1,3-dimethyl-1H-pyrazol-4-yl)sulfonyl)pyrrolidine-3-carboxamide S1C=NC2=C1C=CC(=C2)NC(=O)[C@H]2CN(CC2)S(=O)(=O)C=2C(=NN(C2)C)C